C(C1=CC=CC=C1)N1N=CC(=C1)C(=O)N1CC2(CN(C2)C(=O)C2(CC2)C)[C@@H](C1)C(=O)N[C@H](C(=O)NC)[C@@H](C)OCC1=CC=CC=C1 (S)-6-(1-benzyl-1H-pyrazole-4-carbonyl)-N-((2S,3r)-3-(benzyloxy)-1-(methylamino)-1-oxobutan-2-yl)-2-(1-methylcyclopropane-1-carbonyl)-2,6-diazaspiro[3.4]Octane-8-carboxamide